1,4-dibenzyloxybenzene tert-butyl-4-(trifluoromethylsulfonyloxy)-3,6-dihydro-2H-pyridine-1-carboxylate C(C)(C)(C)OC(=O)N1CCC(=CC1)OS(=O)(=O)C(F)(F)F.C(C1=CC=CC=C1)OC1=CC=C(C=C1)OCC1=CC=CC=C1